1-((2-(difluoromethoxy)pyridin-4-yl)methyl)-3-(4-fluoro-2-oxobicyclo[2.2.2]octan-1-yl)urea FC(OC1=NC=CC(=C1)CNC(=O)NC12C(CC(CC1)(CC2)F)=O)F